Cl.Cl.Cl.C1(C=CCC=C1)=O 2,5-cyclohexadien-1-one trihydrochloride